methyl 4-piperazin-1-ylbenzoat N1(CCNCC1)C1=CC=C(C(=O)OC)C=C1